OC(C(S(=O)(=O)C1=CC=CC=C1)C1=C(C(=CC=C1)OC)C)C1CCS(CC1)(=O)=O 4-(1-hydroxy-2-(3-methoxy-2-methylphenyl)-2-(phenylsulfonyl)ethyl)tetrahydro-2H-thiopyran 1,1-dioxide